(3S)-N-[4-methyl-3-[1-methyl-6-(morpholin-4-yl)-3,6-dihydro-2H-[2,4-bipyridin]-4-yl]phenyl]-3-(2,2,2-trifluoroethyl)pyrrolidine-1-carboxamide CC1=C(C=C(C=C1)NC(=O)N1C[C@@H](CC1)CC(F)(F)F)C=1CC(N(C(C1)N1CCOCC1)C)C1=CC=NC=C1